tert-butyl (S)-7-(4-fluorobenzyl)-2-(p-tolyl)-2,3-dihydro-1H-pyrido[2,3-b][1,4]oxazine-1-carboxylate FC1=CC=C(CC2=CC3=C(OC[C@@H](N3C(=O)OC(C)(C)C)C3=CC=C(C=C3)C)N=C2)C=C1